hexadecadienyl-CoA C(=CC=CCCCCCCCCCCCC)SCCNC(CCNC([C@@H](C(COP(OP(OC[C@@H]1[C@H]([C@H]([C@@H](O1)N1C=NC=2C(N)=NC=NC12)O)OP(=O)(O)O)(=O)O)(=O)O)(C)C)O)=O)=O